bis(2,2,4-trimethylpentyl)hypophosphorous acid CC(CP(=O)(O)CC(CC(C)C)(C)C)(CC(C)C)C